5-((S)-(((S)-tert-butylsulfinyl)amino)(phenyl)methyl)-N-hydroxythiophene-3-carboximidamide C(C)(C)(C)[S@](=O)N[C@H](C1=CC(=CS1)C(NO)=N)C1=CC=CC=C1